BrC=1C(CCC1)=O 2-bromocyclopent-2-ene-1-one